C(C)(C)(C)OC(=O)N1C[C@@]2(NC3=NC(=C(C=C3CC2)B(O)O)C)C[C@@H]1C ((3S,5S)-1-(tert-butoxycarbonyl)-5,7'-dimethyl-3',4'-dihydro-1'H-spiro[pyrrolidin-3,2'-[1,8]naphthyridine]-6'-yl)boronic acid